tert-butyl (4-(4-oxo-3,4-dihydrophthalazin-1-yl)benzyl)carbamate O=C1NN=C(C2=CC=CC=C12)C1=CC=C(CNC(OC(C)(C)C)=O)C=C1